N-(6-(1-methyl-1H-imidazol-5-yl)isoquinolin-3-yl)-1-(methylsulfonyl)piperidine-4-carboxamide CN1C=NC=C1C=1C=C2C=C(N=CC2=CC1)NC(=O)C1CCN(CC1)S(=O)(=O)C